NC1=CC=C(C(=N1)OC)N1CCN(CC1)C(=O)OC(C)(C)C tert-butyl 4-(6-amino-2-methoxypyridin-3-yl)piperazine-1-carboxylate